1-(4-{7-[{[1-(Methoxymethyl)cyclobutyl]methyl}(methyl)amino]-5-[3-(trifluoromethyl)phenyl]-1H-imidazo[4,5-b]pyridin-2-yl}phenyl)pyrrolidin COCC1(CCC1)CN(C1=C2C(=NC(=C1)C1=CC(=CC=C1)C(F)(F)F)N=C(N2)C2=CC=C(C=C2)N2CCCC2)C